COC=1C=C(C(C=O)=C(C1)OC)O.[Pd+2] palladium (II) 4,6-dimethoxysalicylaldehyde